C(C)(=O)C1COC=C1 3-Acetyldihydrofuran